2-[2-(4-bromo-2-methyl-phenyl)-2-[tert-butyl-(dimethyl)silyl]oxy-ethyl]isoindoline-1,3-dione BrC1=CC(=C(C=C1)C(CN1C(C2=CC=CC=C2C1=O)=O)O[Si](C)(C)C(C)(C)C)C